[1-(4-nitrobenzoyl)piperidin-4-yl]carbamic acid tert-butyl ester C(C)(C)(C)OC(NC1CCN(CC1)C(C1=CC=C(C=C1)[N+](=O)[O-])=O)=O